FC1=C(C(=O)Cl)C=CC(=C1)C(=O)Cl monofluoroterephthaloyl chloride